6-hydroxy-2-(piperidin-4-yl)-3,4-dihydro-2H-naphthalen-1-one OC=1C=C2CCC(C(C2=CC1)=O)C1CCNCC1